FC(S=C(C1=CC(=CC=C1)C)[O-])F S-(difluoromethyl)-3-methylbenzothioate